NC1=C(C(=NN1C(C)C)C1=CC=C(C=C1)CC(=O)NC1=CC(=NO1)C=1C=C2CCCC2=CC1)C(=O)N 5-Amino-3-(4-(2-((3-(2,3-dihydro-1H-inden-5-yl)isoxazol-5-yl)amino)-2-oxoethyl)phenyl)-1-isopropyl-1H-pyrazole-4-carboxamide